N[C@@H](CCC(=O)O)C(=O)O.C(CCCCCCC)(=O)CN(C)C octanoyl-trimethyl-amine glutamate